COC1=C(C(=O)N)C=CC=C1 o-Methoxybenzamid